COP(O)O.CN1CN(C=C1)C 1,3-dimethylimidazole methyl-phosphite